(S)-4-(5-(5-fluoro-2-methoxypyridin-4-yl)-1H-pyrazole-3-carbonyl)-N-((S)-5-hydroxy-4,5,6,7-tetrahydropyrazolo[1,5-a]pyridin-3-yl)-4-azaspiro[2.5]octane-7-carboxamide FC=1C(=CC(=NC1)OC)C1=CC(=NN1)C(=O)N1C2(CC2)C[C@H](CC1)C(=O)NC=1C=NN2C1C[C@H](CC2)O